Cl.N[C@@H](C(=O)N)CO (R)-2-amino-3-hydroxypropionamide hydrochloride